thieno[3,2-b]pyridine-2-carboxylic acid ethyl ester C(C)OC(=O)C1=CC2=NC=CC=C2S1